4-(methyl)morpholine CN1CCOCC1